beta-D-fructofuranose OC[C@]1(O)[C@@H](O)[C@H](O)[C@H](O1)CO